NC([C@H](CCC(=O)OC)N1C(C2=CC=C(C=C2C1)N1C[C@@H](CC1)C(OC)OC)=O)=O Methyl (S)-5-amino-4-(5-((R)-3-(dimethoxymethyl)pyrrolidin-1-yl)-1-oxoisoindolin-2-yl)-5-oxopentanoate